FC1=C(C=CC(=C1)F)C=1N=C(SC1)C(=O)NCC1CCN(CC1)C\C=C\C1=CC=CC=C1 4-(2,4-difluorophenyl)-N-({1-[(2E)-3-phenylprop-2-en-1-yl]piperidin-4-yl}methyl)-1,3-thiazole-2-carboxamide